rel-(4aR,8aR)-8,8-Difluoro-6-[3-[4-(2,2,2-trifluoroethyl)phenyl]azetidine-1-carbonyl]-4a,5,7,8a-tetrahydro-4H-pyrido[4,3-b][1,4]oxazin-3-one FC1(CN(C[C@@H]2[C@H]1OCC(N2)=O)C(=O)N2CC(C2)C2=CC=C(C=C2)CC(F)(F)F)F |o1:5,6|